3-((4,4-bis(octyloxy) butanoyl)oxy)-2-((((2-(4-hydroxypiperidin-1-yl)ethyl)carbamoyl) oxy)methyl)propyl (9Z,12Z)-octadeca-9,12-dienoate C(CCCCCCC\C=C/C\C=C/CCCCC)(=O)OCC(COC(CCC(OCCCCCCCC)OCCCCCCCC)=O)COC(NCCN1CCC(CC1)O)=O